5-(3-(4-(acryloyloxy)phenyl)-5-(2-chloro-7-ethoxyquinolin-3-yl)-4,5-dihydro-1H-pyrazol-1-yl)-5-oxopentanoic acid C(C=C)(=O)OC1=CC=C(C=C1)C1=NN(C(C1)C=1C(=NC2=CC(=CC=C2C1)OCC)Cl)C(CCCC(=O)O)=O